Cl.ClCC([C@H](C[C@H]1C(NCCC1)=O)NC([C@@H](N)CC1CC1)=O)=O N-{(2S)-4-chloro-3-oxo-1-[(3S)-2-oxopiperidin-3-yl]butan-2-yl}-3-cyclopropyl-L-alaninamide hydrochloride salt